[Cl-].CC(C(NCC1=CC=C(C=C1)C=C)(C)C)(NCC1=CC=C(C=C1)C=C)C tetramethyl-N,N'-di(4'-vinylbenzyl)ethylenediamine chloride